CN(C)CC1CN(C1)C(=O)O[C@@H]1CC[C@H](CC1)C(N(C[C@@H]1CC[C@H](CC1)C1=CC(=C(C=C1)OC)C)C1=CC(=CC=C1)C=1C=NN(C1)C1CC1)=O trans-4-((3-(1-Cyclopropyl-1H-pyrazol-4-yl)phenyl)((trans-4-(4-methoxy-3-methylphenyl)cyclohexyl)methyl)carbamoyl)-cyclohexyl 3-((dimethylamino)methyl)azetidine-1-carboxylate